(S)-4-(cyclopropyl(4-(5,6,7,8-tetrahydro-1,8-naphthyridin-2-yl)butyl)amino)-2-(2,2-dimethyl-3-phenylpropanamido)butanoic acid C1(CC1)N(CC[C@@H](C(=O)O)NC(C(CC1=CC=CC=C1)(C)C)=O)CCCCC1=NC=2NCCCC2C=C1